C(#C)C=1C(=CC=C2C=C(C=C(C12)N1C(C=2N=CN=CC2CC12CC2)=O)O)F 7'-(8-ethynyl-7-fluoro-3-hydroxynaphthalen-1-yl)-5'H-spiro[cyclopropane-1,6'-pyrido[3,4-d]pyrimidin]-8'(7'H)-one